1-methyl-1-(2-(1-methyl-1H-imidazo[1,2-b]pyrazole-7-carbonyl)-2-azaspiro[3.3]heptan-6-yl)-3-(5-(trifluoromethyl)pyridazin-3-yl)urea CN(C(=O)NC=1N=NC=C(C1)C(F)(F)F)C1CC2(CN(C2)C(=O)C2=C3N(N=C2)C=CN3C)C1